3-(5-Ethyl-1,3-thiazol-2-yl)-5-[(3R)-tetrahydro-furan-3-ylmethoxy]-N-{(1R)-1-[2-(trifluoromethyl)pyrimidin-5-yl]ethyl}benzamide C(C)C1=CN=C(S1)C=1C=C(C(=O)N[C@H](C)C=2C=NC(=NC2)C(F)(F)F)C=C(C1)OC[C@H]1COCC1